1-chloro-4-(cyclopropylsulfonyl)butan-2-one tri(2-ethylhexyl)trimellitate C(C)C(CC=1C(=C(C(=C(C1C(=O)O)C(=O)O)CC(CCCC)CC)C(=O)O)CC(CCCC)CC)CCCC.ClCC(CCS(=O)(=O)C1CC1)=O